ClC1=C(N=C2C=C(C(=NC2=C1Cl)C=1C=CC(=NC1)P(OCC)(OCC)=O)F)C diethyl 5-(7,8-dichloro-3-fluoro-6-methyl-1,5-naphthyridin-2-yl)pyridin-2-ylphosphonate